tert-Butyl 5-methoxy-4-((2-(6-(methoxycarbonyl)pyridin-3-yl)piperazin-1-yl)methyl)-7-methyl-1H-indole-1-carboxylate COC=1C(=C2C=CN(C2=C(C1)C)C(=O)OC(C)(C)C)CN1C(CNCC1)C=1C=NC(=CC1)C(=O)OC